OC1=CC=C(C=C1)C(C1=CC=C(C=C1)O)C1=CC=C(C=C1)O tris(4-hydroxyl-phenyl)methane